tert-butyl 4-[1-(6-amino-3-pyridyl)-4-piperidyl]piperazine-1-carboxylate NC1=CC=C(C=N1)N1CCC(CC1)N1CCN(CC1)C(=O)OC(C)(C)C